O1CCN(CC1)C1=NC(=NC(=C1)NC=1SC(=CN1)C=1OC(=NN1)C1=CC=CC=C1)NC1CCC(CC1)O (1R,4R)-4-((4-morpholino-6-((5-(5-phenyl-1,3,4-oxadiazol-2-yl)thiazol-2-yl)Amino)pyrimidin-2-yl)amino)cyclohexan-1-ol